(5-isopropyl-1-allyl-2-oxoindolin-3-ylidene)hydrazinodithio-carboxylic acid methyl ester CSC(=S)NN=C1C(N(C2=CC=C(C=C12)C(C)C)CC=C)=O